N-(3-(3,6-di-tert-butyl-9H-carbazol-9-yl)phenyl)benzene-d5-amine C(C)(C)(C)C=1C=CC=2N(C3=CC=C(C=C3C2C1)C(C)(C)C)C=1C=C(C=CC1)NC1=C(C(=C(C(=C1[2H])[2H])[2H])[2H])[2H]